3-(1-isopropyl-3-(5-(trifluoromethyl)pyridin-3-yl)-1H-pyrazol-5-yl)cyclopentanone C(C)(C)N1N=C(C=C1C1CC(CC1)=O)C=1C=NC=C(C1)C(F)(F)F